C(=O)(OCC1C2=CC=CC=C2C2=CC=CC=C12)N[C@@](C)(C(=O)O)CCCCCCC=C Fmoc-(R)-2-(7-octenyl)alanine